lactic acid nicotine salt N1=CC=CC(=C1)C1N(C)CCC1.C(C(O)C)(=O)O